(((3-fluoro-4-formylpyridin-2-yl)amino)-[1,1'-biphenyl]-3-yl)-2-methoxynicotinaldehyde FC=1C(=NC=CC1C=O)NC1=C(C=CC=C1C1=NC(=C(C=O)C=C1)OC)C1=CC=CC=C1